N-(5-bromo-1H-pyrazol-3-yl)-2-(6-fluoroimidazo[1,2-a]pyridin-2-yl)acetamide BrC1=CC(=NN1)NC(CC=1N=C2N(C=C(C=C2)F)C1)=O